N,N,N-trimethyl-ammonium iodide [I-].C[NH+](C)C